2-[3-fluoro-2-(4-fluorophenyl)-6-(oxiran-2-yl)-4-pyridyl]propan-2-ol FC=1C(=NC(=CC1C(C)(C)O)C1OC1)C1=CC=C(C=C1)F